FC1=C(C=CC(=C1)C=1C=NC=C(C1)O)C(C)=O 1-[2-Fluoro-4-(5-hydroxypyridin-3-yl)phenyl]ethanone